thioxetine hydrobromide Br.S1OC=C1